CCCCCCCC/C=C\\CCCCCCCC(=O)O[C@H](COC(=O)CCCCCCC/C=C\\C/C=C\\C/C=C\\CC)COP(=O)([O-])[O-] The molecule is a 1,2-diacyl-sn-glycerol 3-phosphate(2-) obtained by deprotonation of the phosphate OH groups of 1-linolenoyl-2-oleoyl-sn-glycero-3-phosphate. It is a conjugate base of a 1-linolenoyl-2-oleoyl-sn-glycero-3-phosphate.